FC1=CC=C(C=C1)N1N=CC(=C1)[N+](=O)[O-] 1-(4-fluorophenyl)-4-nitro-1H-pyrazole